COCCNCC1CN(C=2N(C1)N=CC2)C2=CC=C(C=C2)C(F)(F)F 2-methoxy-N-((4-(4-(trifluoromethyl)phenyl)-4,5,6,7-tetrahydropyrazolo[1,5-a]pyrimidin-6-yl)methyl)ethan-1-amine